ClC1=CC(=C(C=C1C#N)NS(=O)(=O)C=1C=C(C(=O)OC)C=CC1C1CC1)N1C=CC=C1 Methyl 3-(N-(4-chloro-5-cyano-2-(pyrrol-1-yl)phenyl)sulfamoyl)-4-cyclopropylbenzoate